2-methyl-2-(pyridin-4-yl)propanal CC(C=O)(C)C1=CC=NC=C1